FC(C(COC1=CC=C(C=C1)C(=O)OC)(O)O)(F)F methyl 4-(3,3,3-trifluoro-2,2-dihydroxypropoxy)phenylcarboxylate